N-(2-(4-((1R,3R)-3-((2-(6-oxo-5-(trifluoromethyl)-1,6-dihydropyridazin-3-yl)propan-2-yl)amino)cyclobutane-1-carbonyl)piperazin-1-yl)-5-(trifluoromethyl)pyridin-3-yl)acetamide O=C1C(=CC(=NN1)C(C)(C)NC1CC(C1)C(=O)N1CCN(CC1)C1=NC=C(C=C1NC(C)=O)C(F)(F)F)C(F)(F)F